1-(4-bromo-3-fluorophenyl)-2-methylpropan-2-ol BrC1=C(C=C(C=C1)CC(C)(O)C)F